FC(C(C(C(C(C(C(C(C(C(F)(F)F)(F)F)(F)F)(F)F)(F)F)(F)F)(F)F)(F)F)(F)F)(CC1CO1)F 3-(perfluoro-n-decyl)epoxypropane